3-(3-ethoxy-3-oxopropyl)azetidine-1-carboxylic acid tert-butyl ester C(C)(C)(C)OC(=O)N1CC(C1)CCC(=O)OCC